NC1=NC(=NC=N1)N1CC(C(CC1)O)(C)F (4-amino-1,3,5-triazin-2-yl)-3-fluoro-3-methylpiperidine-4-ol